9,9'-(2'-cyano-3',5'-bis(9-phenyl-9H-carbazol-3-yl)-6'-(pyridin-3-yl)-[1,1':4',1''-terphenyl]-2,2''-diyl)bis(9H-carbazole-3,6-dicarbonitrile) C(#N)C1=C(C(=C(C(=C1C=1C=CC=2N(C3=CC=CC=C3C2C1)C1=CC=CC=C1)C1=C(C=CC=C1)N1C2=CC=C(C=C2C=2C=C(C=CC12)C#N)C#N)C=1C=CC=2N(C3=CC=CC=C3C2C1)C1=CC=CC=C1)C=1C=NC=CC1)C1=C(C=CC=C1)N1C2=CC=C(C=C2C=2C=C(C=CC12)C#N)C#N